methyl (S,E)-2-(2-chlorophenyl)-2-(2-acetoxy-6,7-dihydrothieno[3,2-c]pyridin-5(4H)-yl)-acetate ClC1=C(C=CC=C1)[C@@H](C(=O)OC)N1CC2=C(CC1)SC(=C2)OC(C)=O